ethyl (Z)-3-(4,4,5,5-tetramethyl-1,3,2-dioxaborolan-2-yl)-2-butenoate CC1(OB(OC1(C)C)/C(=C/C(=O)OCC)/C)C